Cl.Cl.ClC=1C(=NC2=CC=C(C=C2C1)C1=CN=CC(=N1)CN)N1CCNCC1 [6-(3-chloro-2-piperazin-1-yl-6-quinolinyl)pyrazin-2-yl]methylamine dihydrochloride